1-[4-(6-chloro-8-[(5-chloro-6-fluoro-1H-indazol-4-yl)oxy]-2-{[(2S,4S)-4-fluoro-1-methylpyrrolidin-2-yl]methoxy}pyrido[3,4-d]pyrimidin-4-yl)piperazin-1-yl]prop-2-en-1-one ClC1=CC2=C(N=C(N=C2N2CCN(CC2)C(C=C)=O)OC[C@H]2N(C[C@H](C2)F)C)C(=N1)OC1=C2C=NNC2=CC(=C1Cl)F